(R/S)-1-(2-Hydroxybutyl)-6-(m-tolyl)-3H-imidazo[4,5-b]pyridin-2-one O[C@@H](CN1C(NC2=NC=C(C=C21)C=2C=C(C=CC2)C)=O)CC |r|